methyl 5-amino-7-(2-fluoro-4-(trifluoromethoxy) phenyl)-2,3-dihydrobenzofuran-4-carboxylate NC1=CC(=C2C(CCO2)=C1C(=O)OC)C1=C(C=C(C=C1)OC(F)(F)F)F